ClC=1C=C(NC2(CCC3(C(CC4=CC=CC=C34)C[C@H](COC3=C(C=NC=C3)C)C)CC2)C(=O)O)C=CC1 (1R,4R)-4-(3-Chloroanilino)-2'-{(2R)-2-methyl-3-[(3-methylpyridin-4-yl)oxy]propyl}-2',3'-dihydrospiro[cyclohexane-1,1'-indene]-4-carboxylic acid